tricyclohexylphosphine telluride C1(CCCCC1)P(C1CCCCC1)(C1CCCCC1)=[Te]